3-[6-(4-acetylphenyl)pyridin-3-ylazo]-4-aminonaphthalenesulfonic acid C(C)(=O)C1=CC=C(C=C1)C1=CC=C(C=N1)N=NC=1C=C(C2=CC=CC=C2C1N)S(=O)(=O)O